C1(CC1)C=1C=C(C(=NC1)OC)B1OC(C(O1)(C)C)(C)C 5-cyclopropyl-2-methoxy-3-(tetramethyl-1,3,2-dioxaborolan-2-yl)pyridine